1-allyl-1H-imidazole-2-amine C(C=C)N1C(=NC=C1)N